3-(1-(pyridin-3-yl)vinyl)-1H-pyrazole N1=CC(=CC=C1)C(=C)C1=NNC=C1